(4-{9-[(3S)-3-Aminopyrrolidin-1-yl]-5,6,7,8-tetrahydroacridin-2-yl}pyridin-2-yl)cyclobutanecarboxamide hydrochloride Cl.N[C@@H]1CN(CC1)C=1C=2CCCCC2N=C2C=CC(=CC12)C1=CC(=NC=C1)C1(CCC1)C(=O)N